trifluoropropyl alcohol FC(CCO)(F)F